molybdenum manganese water O.[Mn].[Mo]